7-(2,8-dimethylimidazo[1,2-b]pyridazin-6-yl)-2-[(7R)-4-azaspiro[2.5]octan-7-yl]thiazolo[3,2-a]pyrimidin-5-one CC=1N=C2N(N=C(C=C2C)C=2N=C3N(C(C2)=O)C=C(S3)[C@@H]3CCNC2(CC2)C3)C1